(1-amino-1,1-pentanediyl)bis(phosphonic acid) NC(CCCC)(P(O)(O)=O)P(O)(O)=O